N1=CC=CC=C1.CC1=CC=C(C=C1)S(=O)(=O)O p-toluenesulfonic acid-pyridine salt